2-(3-chloro-5-methylpyrazol-1-yl)ethynyl(triisopropyl)silane ClC1=NN(C(=C1)C)C#C[Si](C(C)C)(C(C)C)C(C)C